CC1C(NC2=C(S1)C=CC(=C2)C(=O)NC2=CC=C(C=C2)CN2CCCCC2)=O 2-methyl-3-oxo-N-(4-(piperidin-1-ylmethyl)phenyl)-3,4-dihydro-2H-benzo[b][1,4]thiazine-6-carboxamide